C1(CC1)C=1CC(NN1)=O 5-cyclopropyl-2,4-dihydro-3H-pyrazol-3-one